1-methyl-1,2,3,4-tetrahydrobenzo[4,5]imidazo[1,2-a]pyrazin-9-ol HBr salt Br.CC1C=2N(CCN1)C1=C(N2)C(=CC=C1)O